1-(3-aminopyridin-4-yl)-4-methylpiperidin-4-ol NC=1C=NC=CC1N1CCC(CC1)(O)C